CC=1C(=NC=C(N1)C)C1=CC=C(C=C1)C1=NNC2=NC=C(C=C21)C=2C=CC1=C(CC[C@H](CC1)N1CCCC1)C2 3,5-Dimethyl-2-(4-{5-[(7S)-7-(pyrrolidin-1-yl)-6,7,8,9-tetrahydro-5H-benzo[7]annulen-2-yl]-1H-pyrazolo[3,4-b]pyridin-3-yl}phenyl)pyrazine